2-((2-((R)-4-(difluoromethyl)-2-carbonyl-thiazolidine-3-yl)-8-fluoro-5,6-dihydrobenzo[f]imidazo[1,2-d][1,4]oxazepin-9-yl)amino)propanamide FC([C@H]1N(C(SC1)=C=O)C=1N=C2N(CCOC3=C2C=CC(=C3F)NC(C(=O)N)C)C1)F